FC=1C=C(C=CC1C(NC)=O)C1=C(C=2C(=NC=C3C2N(C(N3C)=O)[C@H]3C[C@@H](CC3)NC(OC)=O)N1)C1=CC(=CC=C1)F methyl ((1R,3R)-3-(7-(3-fluoro-4-(methylcarbamoyl)phenyl)-8-(3-fluorophenyl)-3-methyl-2-oxo-3,6-dihydroimidazo[4,5-d]pyrrolo[2,3-b]pyridin-1(2H)-yl)cyclopentyl)carbamate